(E)-4-methyl-5-oxo-6-((1-((2-(trimethylsilyl)ethoxy)methyl)-1H-indazol-4-yl)methyl)-5,6-dihydro-4H-thiazolo[5',4':4,5]pyrrolo[2,3-d]pyridazine-2-carbaldehyde oxime CN1C2=C(C3=C1C(N(N=C3)CC3=C1C=NN(C1=CC=C3)COCC[Si](C)(C)C)=O)SC(=N2)/C=N/O